FC=1C=C(C=CC1OC=1C=NN(C1)C)S(=O)(=O)N1[C@H]([C@@H]2CC[C@H](C1)N2C(=O)OCCOC)C(NO)=O 2-methoxyethyl (1s,2r,5r)-3-((3-fluoro-4-((1-methyl-1H-pyrazol-4-yl) oxy) phenyl) sulfonyl)-2-(hydroxycarbamoyl)-3,8-diazabicyclo[3.2.1]octane-8-carboxylate